FCCCN1CC(C1)=CC1=CC=C(C=C1)C1=C(CCCC2=C1C=CC=C2)C2=C(C=CC(=C2)C(F)(F)F)C 9-(4-((1-(3-Fluoropropyl)azetidin-3-yliden)methyl)phenyl)-8-(2-methyl-5-(trifluoromethyl)phenyl)-6,7-dihydro-5H-benzo[7]annulen